BrCC1=NN(N=C1C)C 4-(bromomethyl)-2,5-dimethyl-2H-1,2,3-triazole